(R)-N-(1-(6-ethynyl-1-methyl-2,5-dioxo-4-phenyl-1,2,4,5-tetrahydropyrrolo[4,3,2-de]isoquinolin-3-yl)ethyl)-2-(sulfamoylamino)pyrazolo[1,5-a]pyrimidine-3-carboxamide C(#C)C1=CC=C2C=3C(=C(N(C(C13)=O)C1=CC=CC=C1)[C@@H](C)NC(=O)C=1C(=NN3C1N=CC=C3)NS(N)(=O)=O)C(N2C)=O